2'-(4,4-difluoropiperidin-yl)-3,6-dihydro-[4,4'-bipyridine]-1(2H)-carboxylic acid tert-butyl ester C(C)(C)(C)OC(=O)N1CCC(=CC1)C1=CC(=NC=C1)N1CCC(CC1)(F)F